C(#N)C1=CC=C2C=3C(C4=C(C(C3NC2=C1)(C)C)C=C(C(=C4)CC)N4CCN(CC4)C(COCCCNC(OC(C)(C)C)=O)=O)=O tert-butyl N-{3-[2-(4-{3-cyano-9-ethyl-6,6-dimethyl-11-oxo-5H,6H,11H-benzo[b]carbazol-8-yl}piperazin-1-yl)-2-oxoethoxy]propyl}carbamate